(3,4-dichlorobenzyl)-2-methylpyrazolo[1,5-a]quinazolin-5-amine ClC=1C=C(CC=2C(=NN3C2N=C(C2=CC=CC=C32)N)C)C=CC1Cl